3-acetyl-8-bromo-5-chloro-2-((3-methoxybenzyl)sulfinyl)quinolin-4(1H)-one C(C)(=O)C1=C(NC2=C(C=CC(=C2C1=O)Cl)Br)S(=O)CC1=CC(=CC=C1)OC